diisopropylaluminum C(C)(C)[Al]C(C)C